(1R,3S,5R)-5-((allyl(methyl)amino)methyl)-N-(3-((allyloxy)methyl)-6-bromopyridin-2-yl)-2-azabicyclo[3.1.0]hexane-3-carboxamide TFA salt OC(=O)C(F)(F)F.C(C=C)N(C)C[C@]12C[C@H](N[C@@H]2C1)C(=O)NC1=NC(=CC=C1COCC=C)Br